4-fluoro-N-methyl-piperidine-4-carboxamide FC1(CCNCC1)C(=O)NC